O=C1NC(CCC1C1=NN(C2=C(C(=C(C=C12)F)C1CCN(CC1)C[C@H]1C(CN(CC1)C(=O)OC(C)(C)C)(F)F)F)C)=O tert-butyl (4S)-4-[[4-[3-(2,6-dioxo-3-piperidyl)-5,7-difluoro-1-methyl-indazol-6-yl]-1-piperidyl]methyl]-3,3-difluoro-piperidine-1-carboxylate